FC=1C=C2N(CCN(C2=CC1)C(CCN1[C@@H](CCCC1)C)=O)C1=CC=C(C=C1)F (R)-1-(6-fluoro-4-(4-fluorophenyl)-3,4-dihydroquinoxaline-1(2H)-yl)-3-(2-methylpiperidin-1-yl)propan-1-one